methyl (1r,4r)-4-{methyl[(1S)-2,2,2-trifluoro-1-[4-({5-[(1S)-1-methoxy ethyl]-1-phenyl-1H-pyrazol-4-yl}amino)phenyl]ethyl]carbamoyl}cyclohexane-1-carboxylate CN(C(=O)C1CCC(CC1)C(=O)OC)[C@H](C(F)(F)F)C1=CC=C(C=C1)NC=1C=NN(C1[C@H](C)OC)C1=CC=CC=C1